6-(1-methyl-1H-pyrazol-4-yl)-4-(6-(4-((6-(methylthio)pyridin-3-yl)methyl)piperazin-1-yl)pyridin-3-yl)pyrazolo[1,5-a]pyridine-3-carbonitrile CN1N=CC(=C1)C=1C=C(C=2N(C1)N=CC2C#N)C=2C=NC(=CC2)N2CCN(CC2)CC=2C=NC(=CC2)SC